isostearyl ether phosphate potassium salt [K+].P(=O)([O-])([O-])[O-].C(CCCCCCCCCCCCCCC(C)C)OCCCCCCCCCCCCCCCC(C)C.[K+].[K+]